5-[[(2S)-2-[[(2S)-2-(9H-fluoren-9-ylmethoxycarbonylamino)-3-methyl-butanoyl]amino]-5-ureido-pentanoyl]amino]-2-(hydroxymethyl)benzenesulfonic acid C1=CC=CC=2C3=CC=CC=C3C(C12)COC(=O)N[C@H](C(=O)N[C@H](C(=O)NC=1C=CC(=C(C1)S(=O)(=O)O)CO)CCCNC(=O)N)C(C)C